9,9'-(5-(4,6-diphenylpyrimidin-2-yl)-1,3-phenylene)bis(3-fluoro-9H-carbazole) C1(=CC=CC=C1)C1=NC(=NC(=C1)C1=CC=CC=C1)C=1C=C(C=C(C1)N1C2=CC=CC=C2C=2C=C(C=CC12)F)N1C2=CC=CC=C2C=2C=C(C=CC12)F